NC1=NC2=CC=C(C=C2C=C1C)C(=O)N(CC=1N=NC(=CC1)OCC(F)(F)F)[C@H](C)C1=NC=CC=N1 2-amino-3-methyl-N-((1R)-1-(2-pyrimidinyl)ethyl)-N-((6-(2,2,2-trifluoroethoxy)-3-pyridazinyl)methyl)-6-quinolinecarboxamide